COC1=CC=C(C2=CC=CC=C12)C=CC1=CC=C(C=C1)OCC 1-(4-methoxynaphthalene-1-yl)-2-(4-ethoxyphenyl)ethaneN